2-(2-(1-(Cyclopropylsulfonyl)-1H-pyrazol-4-yl)pyrimidin-4-yl)-5-(1-(2,2-difluoroethyl)-1H-pyrazol-3-yl)-N4-(4-((dimethylamino)methyl)-4-methylcyclohexyl)pyridine-2,4-diamine C1(CC1)S(=O)(=O)N1N=CC(=C1)C1=NC=CC(=N1)C1(NC=C(C(=C1)NC1CCC(CC1)(C)CN(C)C)C1=NN(C=C1)CC(F)F)N